FC1=C(C=CC(=C1C(=O)C1=CNC2=NC=C(C=C21)C2=CC=NC=C2)F)N2CCCC2 N-[2,4-difluoro-3-[5-(4-pyridyl)-1H-pyrrolo[2,3-b]pyridine-3-carbonyl]phenyl]pyrrolidine